(E)-N-(2-(2,4-Dihydroxy-5-methylbenzoyl)isoindolin-4-yl)-4-(dimethylamino)-N-(2-(pyridin-4-yl)ethyl)but-2-enamide OC1=C(C(=O)N2CC3=CC=CC(=C3C2)N(C(\C=C\CN(C)C)=O)CCC2=CC=NC=C2)C=C(C(=C1)O)C